COC([C@@H](NC(=O)OCC1C2=CC=CC=C2C2=CC=CC=C12)CCC(=O)O)=O Fmoc-L-glutamic acid methyl ester